CC1(OCCC(C1)N1CCC(CC1)C=1C=C2C(=C(NC2=CC1)C1=CC(=NC=C1)C)C(C)C)C 5-(1-(2,2-dimethyltetrahydro-2H-pyran-4-yl)piperidin-4-yl)-3-isopropyl-2-(2-methylpyridin-4-yl)-1H-indole